4-(3-chloro-4-(6-(1-methylcyclopropoxy)-9-((4-methylpyridin-2-yl)methyl)-9H-purin-8-yl)phenyl)pyrrolidin-2-one ClC=1C=C(C=CC1C=1N(C2=NC=NC(=C2N1)OC1(CC1)C)CC1=NC=CC(=C1)C)C1CC(NC1)=O